7-aminoketoheptanoic acid NCCCCCC(C(=O)O)=O